[2-(acryloyloxy)ethyl]-trimethyl-ammonium chloride [Cl-].C(C=C)(=O)OCC[N+](C)(C)C